3-bromo-5-(2,2-difluoroethyl)-5-methyl-5,6-dihydrobenzo[4,5]imidazo[2,1-a]isoquinoline BrC1=CC=2C(CN3C(C2C=C1)=NC1=C3C=CC=C1)(C)CC(F)F